C1(CC1)S(=O)(=O)N1N=CC(=C1)C1=NC=CC(=N1)C1(NC=C(C(=C1)NC1CCN(CC1)CCF)C1=NN(C=C1)C(F)F)N 2-(2-(1-(Cyclopropylsulfonyl)-1H-pyrazol-4-yl)pyrimidin-4-yl)-5-(1-(difluoromethyl)-1H-pyrazol-3-yl)-N4-(1-(2-fluoroethyl)piperidin-4-yl)pyridine-2,4-diamine